tert-butyl 2-[1-(3,5-difluorophenyl)pyrazol-4-yl]acetate FC=1C=C(C=C(C1)F)N1N=CC(=C1)CC(=O)OC(C)(C)C